2-(2,6-dioxopiperidin-3-yl)isoindole-1,3-dione tetrahydrochloride Cl.Cl.Cl.Cl.O=C1NC(CCC1N1C(C2=CC=CC=C2C1=O)=O)=O